CS(=O)(=O)OCC1CCN(CC1)C(=O)OC(C)(C)C tert-Butyl 4-(((methylsulfonyl)oxy)methyl)piperidine-1-carboxylate